FC=1C(=NC=C(C1)B1OC(C(O1)(C)C)(C)C)O[C@@H](C(F)(F)F)C 3-fluoro-5-(4,4,5,5-tetramethyl-1,3,2-dioxaborolan-2-yl)-2-[(1R)-2,2,2-trifluoro-1-methyl-ethoxy]pyridine